NC1=NC2=C(C=3N1N=C(N3)C=3OC=CC3)C=NN2C(C(=O)N[C@@H]2CC[C@H](CC2)O)(C)C2=CC=CC=C2 2-(5-amino-2-(furan-2-yl)-7H-pyrazolo[4,3-e][1,2,4]triazolo[1,5-c]pyrimidin-7-yl)-(trans)-N-(4-hydroxycyclohexyl)-2-phenylpropanamide